(2E,4S,4aR,5aS,12aR)-2-(amino-hydroxy-methylidene)-4,7-bis(dimethylamino)-10,11,12a-trihydroxy-4a,5,5a,6-tetrahydro-4H-tetracene-1,3,12-trione N/C(=C/1\C([C@@]2(C(C3=C(C4=C(C=CC(=C4C[C@@H]3C[C@@H]2[C@@H](C1=O)N(C)C)N(C)C)O)O)=O)O)=O)/O